(E)-3-methoxybenzene COC=1C=CC=CC1